C(CCCCCCCCCC)(=O)O[Si](OC)(OC)OC trimethoxysilyl undecanoate